4-(2,3,6-trimethylphenoxy)phenylhydrazine CC1=C(OC2=CC=C(C=C2)NN)C(=CC=C1C)C